Oxobornane O=C1C2(CCC(C1)C2(C)C)C